C(CC)N(C1=CC(=C(C=C2C(N(C(N(C2=O)CC)=S)CC)=O)C=C1)C(C)C)CCC 5-(4-(dipropylamino)-2-isopropylbenzylidene)-1,3-diethyl-2-thiobarbituric acid